4-amino-9-(2-((1R,3S,5R)-3-((6-bromopyridin-2-yl)carbamoyl)-2-azabicyclo[3.1.0]hexan-2-yl)-2-oxoethyl)-8-methyl-9H-pyrimido[4,5-b]indole-6-carboxylic acid NC1=NC=NC=2N(C3=C(C=C(C=C3C21)C(=O)O)C)CC(=O)N2[C@@H]1C[C@@H]1C[C@H]2C(NC2=NC(=CC=C2)Br)=O